(R,S)-2-amino-N-(phenylmethyl-d2)propanamide ethyl-(S)-5-(3-(1-(8-amino-1-methylimidazo[1,5-a]pyrazin-3-yl)ethyl)-5-chloro-6-fluoro-2-isopropoxyphenyl)picolinate C(C)OC(C1=NC=C(C=C1)C1=C(C(=CC(=C1F)Cl)[C@H](C)C1=NC(=C2N1C=CN=C2N)C)OC(C)C)=O.N[C@@H](C(=O)NC([2H])([2H])C2=CC=CC=C2)C